C(CCCCCCC)ON1C(C(CCC1(C)C)C(C(C(=O)[O-])C1C(N(C(CC1)(C)C)OCCCCCCCC)(C)C)C(=O)[O-])(C)C bis(1-octyl oxy-2,2,6,6-tetra-methylpiperidyl)succinate